(R)-ethyl 2-chlorobutyrate Cl[C@@H](C(=O)OCC)CC